NC1=C(C=C(C(=N1)C(=O)N(C)C)C)Br 6-amino-5-bromo-N,N-dimethyl-methylpicolinamide